COC(C1=C(C(=C(C=C1)C1CCC1)C(N)=S)CC)=O thiocarbamoyl-4-cyclobutyl-2-ethylbenzoic acid methyl ester